ClC1=CC(=C(C=C1F)[C@H](NC(=O)[C@@H]1N([C@@H]2C[C@@H]2C1)C(=O)C1=CC(=NC=C1)C)C1CC1)F (1R,3R,5R)-N-((R)-(4-chloro-2,5-difluorophenyl)(cyclopropyl)methyl)-2-((2-methyl-4-pyridinyl)carbonyl)-2-azabicyclo[3.1.0]hexane-3-carboxamide